C(C=C)(=O)N[C@@H]1[C@@H](CCC1)NC(=O)C=1SC=2N=CC=C3N(C(NC1C23)=O)C2=CC=C(C=C2)OC(C)C N-((1R,2S)-2-Acrylamidocyclopentyl)-5-(4-isopropoxyphenyl)-4-oxo-4,5-dihydro-3H-1-thia-3,5,8-triazaacenaphthylene-2-carboxamide